C(C)[Si](N([Si](CC)(CC)CC)CCC[Si](OC)(OC)C)(CC)CC N,N-bis(triethylsilyl)aminopropylmethyldimethoxysilane